5-(3-(2,3-difluorophenyl)pyrazolo[1,5-a]pyridin-7-yl)-N-(4-fluorophenyl)-2-methylnicotinamide FC1=C(C=CC=C1F)C=1C=NN2C1C=CC=C2C=2C=NC(=C(C(=O)NC1=CC=C(C=C1)F)C2)C